FC=1C(=C(C(=O)OC(C)(C)C)C=CC1C(F)(F)F)C(C(C)C)=O tert-butyl 3-fluoro-2-isobutyryl-4-(trifluoromethyl)benzoate